C(C)(C)(C)OC(=O)N1CC(C1)C=O tert-butyl-3-formylazetidine-1-carboxylate